NC1=CC(=CC(=N1)C=1C=C2CN(C(C2=CC1)=O)C1C(NC(CC1)=O)=O)CO 3-(5-(6-amino-4-(hydroxymethyl)pyridin-2-yl)-1-oxoisoindolin-2-yl)piperidine-2,6-dione